N-(2-amino-4-((4-(trifluoromethyl)benzyl)oxy)phenyl)heptanamide NC1=C(C=CC(=C1)OCC1=CC=C(C=C1)C(F)(F)F)NC(CCCCCC)=O